[Si](C)(C)(C(C)(C)C)OC[C@@]1(C[C@H](N(C1)C(=O)OC(C)(C)C)C(=O)OCC1=CC=CC=C1)F (2S,4S)-2-Benzyl 1-tert-butyl 4-(((tert-butyldimethylsilyl)oxy)methyl)-4-fluoropyrrolidine-1,2-dicarboxylate